TETRAHYDROTHIOPYRAN-4-CARBALDEHYDE S1CCC(CC1)C=O